O=C1NC(CCC1N1C(C2=CC=C(C=C2C1)CNC(=O)NCC1=C(C=CC=C1)O)=O)=O 1-((2-(2,6-dioxopiperidin-3-yl)-1-oxoisoindolin-5-yl)methyl)-3-(2-hydroxybenzyl)urea